(3S)-1-[7-[5-(Trifluoromethyl)pyrimidin-2-yl]oxy-2-azaspiro[3.5]nonane-2-carbonyl]pyrrolidine-3-carboxamide FC(C=1C=NC(=NC1)OC1CCC2(CN(C2)C(=O)N2C[C@H](CC2)C(=O)N)CC1)(F)F